N-{(2S,3R)-4,4-difluoro-1-(1-hydroxycyclobutane-1-carbonyl)-2-[(2,2',3'-trifluoro[1,1'-biphenyl]-3-yl)methyl]pyrrolidin-3-yl}ethanesulfonamide FC1([C@@H]([C@@H](N(C1)C(=O)C1(CCC1)O)CC=1C(=C(C=CC1)C1=C(C(=CC=C1)F)F)F)NS(=O)(=O)CC)F